(((6-(piperidine-4-yl)pyridin-2-yl)oxy)methyl)benzonitrile N1CCC(CC1)C1=CC=CC(=N1)OCC1=C(C#N)C=CC=C1